4-(2,5-dimethylphenyl)-2,7-dimethyloct-6-enal CC1=C(C=C(C=C1)C)C(CC(C=O)C)CC=C(C)C